ClC1=C(C#N)C=CC(=C1)N1CC2(CC1)CCN(CC2)C(C2=CC=C(C=C2)N2CCN(CC2)CC2CCN(CC2)C2=C1C(N(C(C1=CC=C2)=O)C2C(NC(CC2)=O)=O)=O)=O 2-chloro-4-(8-(4-(4-((1-(2-(2,6-dioxopiperidin-3-yl)-1,3-dioxoisoindolin-4-yl)piperidin-4-yl)methyl)piperazin-1-yl)benzoyl)-2,8-diazaspiro[4.5]decan-2-yl)benzonitrile